nickel diacetate C(C)(=O)[O-].C(C)(=O)[O-].[Ni+2]